4-amino-1-((2R,4S,5R)-4-(benzyloxy)-5-((benzyloxy)methyl)-5-methyltetrahydrofuran-2-yl)-5-bromopyrimidin-2(1H)-one NC1=NC(N(C=C1Br)[C@@H]1O[C@]([C@H](C1)OCC1=CC=CC=C1)(C)COCC1=CC=CC=C1)=O